(S)-3-(3-chloro-4-(4,5,6-trimethyl-3-oxo-3,4-dihydropyrazin-2-yl)phenyl)-2-(2-fluoro-6-methyl-4-((R)-3-(trifluoromethyl)morpholino)benzamido)propanoic acid ClC=1C=C(C=CC1C1=NC(=C(N(C1=O)C)C)C)C[C@@H](C(=O)O)NC(C1=C(C=C(C=C1C)N1[C@H](COCC1)C(F)(F)F)F)=O